CC1(OC[C@H](O1)[C@@H]1CCC(O1)(C)C)C (3aS,5S,6R,6aS)-5-((S)-2,2-dimethyl-1,3-dioxolan-4-yl)-2,2-dimethyltetrahydrofuran